N(=[N+]=[N-])CC1=C(N=NN1C)C1=CC=C(C(=N1)C)O[C@H]1C2C(C2CC1)C(=O)OCC (±)-(2R)-Ethyl 2-((6-(5-(azidomethyl)-1-methyl-1H-1,2,3-triazol-4-yl)-2-methyl-pyridin-3-yl) oxy)bicyclo[3.1.0]hexane-6-carboxylate